CC=1N=C(NC1C)S 4,5-dimethyl-1H-imidazole-2-thiol